tert-butyl (R)-7-(5-((1-(tert-butoxycarbonyl)pyrrolidin-3-yl)(2-cyclopropoxyethyl)amino)pentyl)-3,4-dihydro-1,8-naphthyridine-1(2H)-carboxylate C(C)(C)(C)OC(=O)N1C[C@@H](CC1)N(CCCCCC1=CC=C2CCCN(C2=N1)C(=O)OC(C)(C)C)CCOC1CC1